C[SiH](C1=CC=CC2=CC=CC(=C12)[SiH](C)C)C 1,8-bis(dimethylsilyl)naphthalene